1-(3-Dimethylaminopropyl)3-ethylcarbodiimide hydrochloride Cl.CN(CCCN=C=NCC)C